BrCCOCCOCC(=O)NC1=C(C=CC=C1C)C1=CC(=CC=C1)C (2-(2-(2-bromoethoxy)ethoxy)acetamido)-3,3'-dimethyl-[1,1'-biphenyl]